N1=C(C=CC=C1)[C@H]1[C@@H](C1)C(=O)OCC |r| (±)-trans-ethyl 2-(pyridin-2-yl)cyclopropanecarboxylate